NC1=NN2C(N=CC(=C2)Cl)=C1C(=O)NC=1C=NC=CC1N1CCC(CC1)N1C[C@@H](CC1)F (R)-2-amino-6-chloro-N-(4-(4-(3-fluoropyrrolidin-1-yl)piperidin-1-yl)pyridin-3-yl)pyrazolo[1,5-a]pyrimidine-3-carboxamide